O=C1NC(CCC1C1=C(C=C(C=C1F)N1CC(C1)N(C([O-])=O)C12CC(C1)(C2)F)F)=O 1-(4-(2,6-dioxopiperidin-3-yl)-3,5-difluorophenyl)azetidin-3-yl(3-fluorobicyclo[1.1.1]pentan-1-yl)carbamate